1-tetradecyl-3-ethylimidazole C(CCCCCCCCCCCCC)N1CN(C=C1)CC